tert-butyl 6-amino-3-chloro-5-methyl-5H-pyrrolo[3,2-c]pyridazine-7-carboxylate NC1=C(C=2N=NC(=CC2N1C)Cl)C(=O)OC(C)(C)C